2-(2,4-Difluorophenyl)-4-formyl-3-methoxy-1H-pyrrole-1-carboxylic acid tert-butyl ester C(C)(C)(C)OC(=O)N1C(=C(C(=C1)C=O)OC)C1=C(C=C(C=C1)F)F